5-(4-(4-amino-3-(4-phenoxyphenyl)-1H-pyrazolo[3,4-d]pyrimidin-1-yl)-[1,4'-bipiperidin]-1'-yl)-2-(2,6-dioxopiperidin-3-yl)isoindoline-1,3-dione NC1=C2C(=NC=N1)N(N=C2C2=CC=C(C=C2)OC2=CC=CC=C2)C2CCN(CC2)C2CCN(CC2)C=2C=C1C(N(C(C1=CC2)=O)C2C(NC(CC2)=O)=O)=O